C(C)S(=O)(=O)C=1C(=NC=CC1)C=1OC2=C(N1)C=C(C=C2)S(C(F)(F)F)(=O)=NC [2-(3-ethylsulfonyl-2-pyridinyl)-1,3-benzoxazol-5-yl]-methylimino-oxo-(trifluoromethyl)-λ6-sulfane